(2-hydroxyethyl)piperazine-1-carboxylate OCCOC(=O)N1CCNCC1